2-(4-Methoxybenzyl)-1H,4'H-spiro[isoquinoline-4,1'-naphthalene]-1,3,4'(2H)-trione COC1=CC=C(CN2C(C3=CC=CC=C3C3(C=CC(C4=CC=CC=C34)=O)C2=O)=O)C=C1